ClC1=C2C(=C(N=N1)Cl)CN(C=C2)C2(CC2)C 1,4-dichloro-6-(1-methylcyclopropyl)pyrido[3,4-d]pyridazine